1,3-indandion C1(CC(C2=CC=CC=C12)=O)=O